C(CCC)S(=O)C1=CC=2C(=NC(=CC2)C2=CC=CC=C2)S1 2-(butylsulfinyl)-6-phenylthieno[2,3-b]pyridine